C(CC)S(=O)(=O)C=1C(=NC=C(C1)C(F)(F)F)C1=NC=2C(=NC=C(C2)C(C(F)(F)F)(F)F)N1C 2-(3-Propylsulfonyl-5-trifluoromethylpyridin-2-yl)-3-methyl-6-pentafluoroethyl-3H-imidazo[4,5-b]pyridine